C(C)(C)(C)OC(=O)N1CC2(C1)CC(C2)=CC2=CC(=CC=C2)S(=O)(=N)C(F)(F)F 6-[3-(trifluoromethylsulfonimidoyl)benzylidene]-2-azaspiro[3.3]heptane-2-carboxylic acid tert-butyl ester